C1(=CC=CC=C1)C1NC(OC1([2H])[2H])=O 4-phenyloxazolidine-2-one-5,5-d2